(4-but-2-ynoxyphenyl)methanol C(C#CC)OC1=CC=C(C=C1)CO